C(C=C)(=O)N1CC2COC3=C(C(N2CC1)=O)C(=NC(=C3Cl)C3=C(C=CC=C3O)F)N3C(CC(C3)O)(C)C 8-acryloyl-4-chloro-3-(2-fluoro-6-hydroxyphenyl)-1-(4-hydroxy-2,2-dimethylpyrrolidin-1-yl)-6,6a,7,8,9,10-hexahydro-12H-pyrazino[2,1-c]pyrido[3,4-f][1,4]oxazepin-12-one